5-methyl-3,4-dihydro-2-pyridone CC=1CCC(NC1)=O